tert-Butyl 7-(3-hydroxy-4-(methoxycarbonyl)phenyl)-4-methyl-1,4-diazepane-1-carboxylate OC=1C=C(C=CC1C(=O)OC)C1CCN(CCN1C(=O)OC(C)(C)C)C